BrC1(CC=CC(=C1)C(C)(C)C)OC 2-bromo-4-(tert-butyl)-2-methoxybenzene